((2S,3S)-3-phenyl-1,4-dioxaspiro[4.5]decane-2-yl)methanol C1(=CC=CC=C1)[C@H]1[C@@H](OC2(O1)CCCCC2)CO